((4-chloro-3-(trifluoromethyl)benzyl)oxy)-4-((4-methoxybenzyl)oxy)-5-(4-(trifluoromethyl)-1H-pyrrol-2-yl)pyridine ClC1=C(C=C(COC2=NC=C(C(=C2)OCC2=CC=C(C=C2)OC)C=2NC=C(C2)C(F)(F)F)C=C1)C(F)(F)F